COC1=CC=C(C=C1)NC1=NC=CC(=N1)C(=O)NC=1C(=NC=NC1)NC1=CC=C(C=C1)OC 2-((4-methoxyphenyl)amino)-N-(4-((4-methoxyphenyl)amino)pyrimidin-5-yl)pyrimidine-4-carboxamide